C[Si](C#CC=1C=C2C=CC(=CC2=CC1)OCCCCCO)(C)C 5-[[6-(2-trimethylsilylethynyl)-2-naphthyl]oxy]pentan-1-ol